N1(CCC1)CC1=CC(=C(C=C1)N1C(=NC(=C1)C1=NC(=NC=C1C(F)(F)F)NC1CCN(CC1)S(=O)(=O)C)C)Cl 4-(1-(4-(azetidin-1-ylmethyl)-2-chlorophenyl)-2-methyl-1H-imidazol-4-yl)-N-(1-(methylsulfonyl)piperidin-4-yl)-5-(trifluoromethyl)pyrimidin-2-amine